CC1(OB(OC1(C)C)C1=CC2=C(OCO2)C=C1C)C 4,4,5,5-tetramethyl-2-(6-methylbenzo[d][1,3]dioxol-5-yl)-1,3,2-dioxaborolane